1-Benzyl 4-(tert-butyl) (S)-2-(cyanomethyl)piperazine-1,4-dicarboxylate C(#N)C[C@@H]1N(CCN(C1)C(=O)OC(C)(C)C)C(=O)OCC1=CC=CC=C1